(2R,4R)-6-chloro-N-(3-{5-[(3,5-dimethylphenoxy)methyl]-2-oxo-1,3-oxazolidin-3-yl}bicyclo[1.1.1]pent-1-yl)-4-hydroxy-3,4-dihydro-2H-1-benzopyran-2-carboxamide ClC=1C=CC2=C([C@@H](C[C@@H](O2)C(=O)NC23CC(C2)(C3)N3C(OC(C3)COC3=CC(=CC(=C3)C)C)=O)O)C1